10-fluoro-10-((6-oxo-4-phenylpyrimidin-1(6H)-yl)methyl)-7-azaspiro[4.5]Decane-7-carboxylic acid tert-butyl ester C(C)(C)(C)OC(=O)N1CC2(CCCC2)C(CC1)(CN1C=NC(=CC1=O)C1=CC=CC=C1)F